CN(C)C1=CC=C(C=C1)C(=O)C2=CC=C(C=C2)N(C)C p,p'-bis(dimethylamino)benzophenone